hexaanimine rhodium [Rh].C(CCCCC)=N